(1S,3S)-3-((6-(5-(((5-((R)-1-methoxypropyl)-1,2,4-oxadiazol-3-yl)amino)methyl)-1-methyl-1H-1,2,3-triazol-4-yl)-2-methylpyridin-3-yl)oxy)cyclohexane-1-carboxylic acid CO[C@H](CC)C1=NC(=NO1)NCC1=C(N=NN1C)C1=CC=C(C(=N1)C)O[C@@H]1C[C@H](CCC1)C(=O)O